C1=CC=CC=2C3=CC=CC=C3C(C12)COC(=O)NCN1C(C(C(C1CC(C)(C)C)C1=C(C=CC(=C1)Cl)F)C1=C(C=CC=C1)C)C(=O)O (((((9H-fluoren-9-yl)methoxy)carbonyl)amino)methyl)-3-(2-methylbenzeneyl)-4-(5-chloro-2-fluorophenyl)-5-neopentylpyrrolidine-2-carboxylic acid